NC1=NC=CC=C1C1=NC=2C(=NC(=CC2)C2=CC=CC=C2)N1C1=CC=C(CN2C3CN(C(C2)CC3)C3=NC=NC=C3)C=C1 4-(5-(4-(2-(2-aminopyridin-3-yl)-5-phenyl-3H-imidazo[4,5-b]pyridin-3-yl)benzyl)-2,5-diazabicyclo[2.2.2]octan-2-yl)pyrimidine